(4-fluoro-3-hydroxyphenyl)boronic acid FC1=C(C=C(C=C1)B(O)O)O